C[Si](CCOCN1N=CC=2C1=NC(=NC2N)N)(C)C 1-((2-(trimethylsilyl)ethoxy)methyl)-1H-pyrazolo[3,4-d]Pyrimidine-4,6-diamine